3,4,9,10-perylenetetracarboxylic hydride C1=CC(=C2C(=CC=C3C4=CC=C(C=5C(=CC=C(C1=C23)C45)C=O)C=O)C=O)C=O